tri(2-Cyclohexylphenyl)phosphat C1(CCCCC1)C1=C(C=CC=C1)OP(=O)(OC1=C(C=CC=C1)C1CCCCC1)OC1=C(C=CC=C1)C1CCCCC1